7-((3aS,4R,6S,6aR)-6-(fluoro(4-fluorophenyl)methyl)-2,2-dimethyltetrahydro-4H-cyclopenta[d][1,3]dioxol-4-yl)-4-methyl-7H-pyrrolo[2,3-d]pyrimidine FC([C@H]1C[C@H]([C@H]2[C@@H]1OC(O2)(C)C)N2C=CC1=C2N=CN=C1C)C1=CC=C(C=C1)F